N-isobutyldecane-1,10-diamine C(C(C)C)NCCCCCCCCCCN